5-(3-chlorophenyl)-6-(cyclobutylmethyl)pyrimidine-2,4-diamine ClC=1C=C(C=CC1)C=1C(=NC(=NC1CC1CCC1)N)N